CC=1C(=NC2(N1)CCN(CC2)C2=NC(=CC(=N2)C)NC2=NNC(=C2)C)C=O (3-methyl-8-(4-methyl-6-((5-methyl-1H-pyrazol-3-yl)amino)pyrimidin-2-yl)-1,4,8-triazaspiro[4.5]decan-1,3-dien-2-yl)methanone